ClC1=CC=C(OCC2=NN=C(O2)C23CC(C2)(C3)C(C(=O)N)OC3=CC(=C(C=C3)Cl)Cl)C=C1 (3-{5-[(4-chlorophenoxy)methyl]-1,3,4-oxadiazol-2-yl}bicyclo[1.1.1]pentan-1-yl)-2-(3,4-dichlorophenoxy)acetamide